ClC1=C(C(=O)N2CCN(CC2)C(=O)OC(C)(C)C)C=CC(=C1)NC(=O)C=1N(C(=CN1)C1=C(C(=C(C=C1)C=1C=NN(C1C)CCOC(F)F)F)C)C tert-butyl 4-[2-chloro-4-[[5-[4-[1-[2-(difluoromethoxy) ethyl]-5-methyl-pyrazol-4-yl]-3-fluoro-2-methyl-phenyl]-1-methyl-imidazole-2-carbonyl]amino] benzoyl]piperazine-1-carboxylate